C(C)(C)(C)OC(NC=1C(=NC(=C(C1I)Cl)Cl)C)=O.ClC=1C(=C(C(=NC1Cl)C)N)I 5,6-dichloro-4-iodo-2-methyl-pyridin-3-amine tert-butyl-N-(5,6-dichloro-4-iodo-2-methyl-3-pyridyl)carbamate